Racemic-Quinoxaline N1=CC=NC2=CC=CC=C12